1-(3-cyanopropyl)-1,1,3,3,3-pentamethoxy-1,3-disilapropane C(#N)CCC[Si](C[Si](OC)(OC)OC)(OC)OC